The molecule is a branched amino octasaccharide made up from three galactose residues, two N-acetylglucosamine residues, one glucose residue and two fucose residues. It is a glucosamine oligosaccharide and an amino octasaccharide. C[C@H]1[C@H]([C@H]([C@@H]([C@@H](O1)O[C@@H]2[C@H](O[C@H]([C@@H]([C@H]2O[C@H]3[C@@H]([C@H]([C@H]([C@H](O3)CO)O)O)O)NC(=O)C)O[C@H]4[C@H]([C@H](O[C@H]([C@@H]4O)O[C@@H]5[C@H](O[C@H]([C@@H]([C@H]5O[C@H]6[C@H]([C@@H]([C@@H]([C@@H](O6)C)O)O)O)NC(=O)C)O[C@H]7[C@H]([C@H](O[C@H]([C@@H]7O)O[C@@H]8[C@H](OC([C@@H]([C@H]8O)O)O)CO)CO)O)CO)CO)O)CO)O)O)O